COC(C1CCN(CC1)C1=C2C(N(C(C2=CC=C1)=O)C1C(NC(CC1)=O)=O)=O)OC 4-[4-(dimethoxymethyl)-1-piperidyl]-2-(2,6-dioxo-3-piperidyl)isoindoline-1,3-dione